C[Si](CCOCN1N=CC2=CC(=C(C=C12)OC)NC1=NC=NC(=C1)NC1=NC=CC(=C1)C(F)(F)F)(C)C 1-((2-(Trimethylsilyl)ethoxy)methyl)-5-(6-((4-(trifluoromethyl)pyridin-2-yl)amino)pyrimidin-4-yl-Amino)-6-methoxyindazole